BrC1=C2CCCN(C2=CC=C1)S(=O)(=O)C=1C=C2CCC(NC2=CC1)=O 6-((5-bromo-3,4-dihydroquinolin-1(2H)-yl)sulfonyl)-3,4-dihydroquinolin-2(1H)-one